C(=O)(O)CCCCCCCCCCCCCCCCC[O] (17-carboxyheptadecyl)oxygen